(R)-((1-(5-((3-amino-2-chlorophenyl)thio)pyrazin-2-yl)pyrrolidin-3-yl)methyl)carbamic acid tert-butyl ester C(C)(C)(C)OC(NC[C@@H]1CN(CC1)C1=NC=C(N=C1)SC1=C(C(=CC=C1)N)Cl)=O